O=C1NC2=CC=CC=C2CC1NC(OC(C)(C)C)=O tert-butyl 2-oxo-1,2,3,4-tetrahydroquinolin-3-ylcarbamate